ClC1=CC(=C(O[C@H](C(=O)NOC)C)C=C1)C(F)(F)F (2S)-2-[4-chloro-2-(trifluoromethyl)phenoxy]-N-methoxypropanamide